sodium pyridine-3-sulfinate N1=CC(=CC=C1)S(=O)[O-].[Na+]